C(C)(=O)NC=1N=C2N(N=C(C=C2)C=2C=C(C(=NC2C)C)C(=O)NCC2=CC(=CC=C2)OC(F)(F)F)C1 5-{2-acetamidoimidazo[1,2-b]pyridazin-6-yl}-2,6-dimethyl-N-{[3-(trifluoromethoxy)phenyl]methyl}pyridine-3-carboxamide